4-(4-dimethylcarbamoyl-phenoxy)-benzoic acid CN(C(=O)C1=CC=C(OC2=CC=C(C(=O)O)C=C2)C=C1)C